N-(2-(2-(3-(3-((2-(5,6-difluoroisoindolin-2-yl)-2-oxoethyl)amino)adamantan-1-yl)ureido)ethoxy)ethyl)-5-(2-oxohexahydro-1H-thieno[3,4-d]imidazol-4-yl)pentanamide FC=1C=C2CN(CC2=CC1F)C(CNC12CC3(CC(CC(C1)C3)C2)NC(NCCOCCNC(CCCCC2SCC3NC(NC32)=O)=O)=O)=O